C(CCO)CC(=O)C(=O)O The molecule is a hexanoic acid compound having an oxo substituent at the 2-position and a hydroxy substituent at the 6-position. It is a 2-oxo monocarboxylic acid and a 6-hydroxy monocarboxylic acid. It derives from a hexanoic acid.